C1(CCCC1)N1C(N(C=2C=NC(=CC21)NC2=CC=NC=C2)C)=O 1-cyclopentyl-3-methyl-6-(pyridin-4-ylamino)-1,3-dihydro-2H-imidazo[4,5-c]pyridin-2-one